N-(6-(5-chloro-6-fluoro-7-(1-(5-methyl-1H-pyrazol-1-yl)ethyl)-1H-indazol-4-yl)imidazo[1,2-a]pyrazin-2-yl)-2-fluorocyclopropane-1-carboxamide ClC=1C(=C2C=NNC2=C(C1F)C(C)N1N=CC=C1C)C=1N=CC=2N(C1)C=C(N2)NC(=O)C2C(C2)F